FCCOC1=CC=C(C=N1)NC(=O)C1=NC2=NC=3C=C(C=CC3N2C=C1)OC N-[6-(2-fluoroethoxy)pyridin-3-yl]-5-methoxy-1,8,10-triazatricyclo[7.4.0.02,7]trideca-2(7),3,5,8,10,12-hexaene-11-carboxamide